N1(N=NC=C1)CCC(=O)N1CC(=CCC1)C=1NC2=C(C=C(C=C2C1)C(N(C)C)=O)C1=CC=C(C=C1)N1CCN(CC1)C(=O)OC(C)(C)C Tert-butyl 4-(4-(2-(1-(3-(1H-1,2,3-triazol-1-yl)propanoyl)-1,2,5,6-tetrahydropyridin-3-yl)-5-(dimethylcarbamoyl)-1H-indol-7-yl)phenyl)piperazine-1-carboxylate